[6-[3-(1-hydroxycyclopropyl)-1,2,4-triazol-1-yl]-2-azaspiro[3.3]heptan-2-yl]-[2-[3-(trifluoromethoxy)phenyl]sulfonyl-2,6-diazaspiro[3.3]heptan-6-yl]methanone OC1(CC1)C1=NN(C=N1)C1CC2(CN(C2)C(=O)N2CC3(CN(C3)S(=O)(=O)C3=CC(=CC=C3)OC(F)(F)F)C2)C1